2-(2-fluorophenyl)-4-methoxyquinolin FC1=C(C=CC=C1)C1=NC2=CC=CC=C2C(=C1)OC